3,5-diethyl-2-methyl-pyrazine C(C)C=1C(=NC=C(N1)CC)C